Monothiolen S1C=CCC1